(S)-7-(4-(5-fluoro-2-(oxetan-3-yloxy)phenyl)piperidin-1-yl)-2-(1,2,4-oxadiazol-3-yl)-5-oxa-2-azaspiro[3.4]octane FC=1C=CC(=C(C1)C1CCN(CC1)[C@@H]1COC2(CN(C2)C2=NOC=N2)C1)OC1COC1